O1N=CC2=C1C=CC(=C2)S(=O)(=O)N2CCC1(CC(CO1)NC[C@@H](COC=1C=C(C=CC1)S(=O)(=O)NC)O)CC2 3-((2S)-3-(8-(benzo[d]isoxazol-5-ylsulfonyl)-1-oxa-8-azaspiro[4.5]dec-3-ylamino)-2-hydroxypropoxy)-N-methylbenzenesulfonamide